4-bromo-7-methyl-1,6-octadiene BrC(CC=C)CC=C(C)C